[N+](=O)([O-])C1=NN(C=C1C1=CC2=C(C(NCCO2)=O)C=C1)C=1C=C(C=CC1)NC(C=C)=O N-(3-(3-nitro-4-(5-oxo-2,3,4,5-tetrahydrobenzo[f][1,4]oxazepin-8-yl)-1H-pyrazol-1-yl)phenyl)acrylamide